N(C(=O)C)[C@H]1[C@H](OCCN)O[C@@H]([C@H]([C@@H]1O)O)CO 2-aminoethyl 2-acetamino-2-deoxy-beta-D-glucopyranoside